NC(/C=C/CC[C@@H](C(=O)NC=1C(N(C=CC1)CC=1SC2=C(N1)C=C(C=C2OCC2=C(C=C(C=C2)F)F)F)=O)NC(OC)=O)=O (S,E)-methyl (7-amino-1-((1-((7-((2,4-difluorobenzyl)oxy)-5-fluorobenzo[d]thiazol-2-yl)methyl)-2-oxo-1,2-dihydropyridin-3-yl)amino)-1,7-dioxohept-5-en-2-yl)carbamate